BrC=1C(=C(C=CC1)NC=1N=CC=C2C=C(C=NC12)C=O)Cl 8-[(3-bromo-2-chlorophenyl)amino]1,7-naphthyridine-3-carbaldehyde